3-(4-(2-(4-fluorophenyl)-5-methyl-4,5,6,7-tetrahydropyrazolo[1,5-a]pyrazin-3-yl)pyridin-2-yl)-1,1-dimethylurea FC1=CC=C(C=C1)C1=NN2C(CN(CC2)C)=C1C1=CC(=NC=C1)NC(N(C)C)=O